methyl 5-[4-[[1-(3-fluoropropyl)azetidin-3-yl]-hydroxymethyl]phenyl]-6-isobutyl-6,7,8,9-tetrahydro-5H-benzo[7]annulene-2-carboxylate FCCCN1CC(C1)C(C1=CC=C(C=C1)C1C(CCCC2=C1C=CC(=C2)C(=O)OC)CC(C)C)O